hydroxy-γ-aminobutyric acid OC(C(=O)O)CCN